ClC/C=C/C(=O)NC1=C(C=C(C=C1F)C(=O)C1=CC=C2C(=CC=CN12)C=1C=C2C(=NC1OC)N(C(=N2)C)C)F (E)-4-chloro-N-(2,6-difluoro-4-(8-(5-methoxy-2,3-dimethyl-3H-imidazo[4,5-b]pyridin-6-yl)indolizine-3-carbonyl)phenyl)but-2-enamide